3-(trifluoromethyl)-6,7,7a,8,10,11-hexahydropyrazino[1,2-a]pyrido[3,2-f][1,4]diazepin FC(C1=CC=2CNCC3N(C2N=C1)CCNC3)(F)F